Oxaborolane-2-ol O1B(CCC1)O